5-mercaptopyrimidine SC=1C=NC=NC1